FC1=C(OC(C(=O)O)(C)C)C(=CC=C1)CN1CCN(CC1)C(=O)OC(C(F)(F)F)C(F)(F)F 2-(2-Fluoro-6-((4-(((1,1,1,3,3,3-hexafluoropropan-2-yl)oxy)carbonyl)piperazin-1-yl)methyl)phenoxy)-2-methylpropanoic acid